CC1=NOC2=C1C=NC(=C2)C=O 3-methylisoxazolo[4,5-c]pyridine-6-carbaldehyde